C1CC12CN(CC2)[C@@H](C)C=2C=C(C1=C(N=C(O1)C1=CC(=CC=C1)C1(COC1)CC1=NN=CN1C)C2)C(F)(F)F 5-[(1S)-1-{5-azaspiro[2.4]heptan-5-yl}ethyl]-2-(3-{3-[(4-methyl-1,2,4-triazol-3-yl)methyl]oxetan-3-yl}phenyl)-7-(trifluoromethyl)-1,3-benzoxazole